cyclopropyl 3-(2-chlorophenyl)-5-{5-methyl-1-[3-hydroxy-3-methylcyclobutyl]-1H-pyrazol-4-yl}-1,2-oxazole-4-carboxylate ClC1=C(C=CC=C1)C1=NOC(=C1C(=O)OC1CC1)C=1C=NN(C1C)C1CC(C1)(C)O